ClC=1C(=C(CN2C(CC(CC2)(C(=O)O)CC2=NC(=CC=C2)NC=2SC(=CN2)C)C(F)(F)F)C=CC1)F 1-(3-chloro-2-fluorobenzyl)-4-((6-(5-methylthiazol-2-ylamino)pyridin-2-yl)methyl)-2-(trifluoromethyl)piperidine-4-carboxylic acid